ClC1=C(C=CC=C1NC1=CC(=CC=C1)F)[C@@]1(CC(N(C(N1)=N)C1CCOCC1)=O)C (6S)-6-[2-Chloro-3-(3-fluoro-anilino)phenyl]-2-imino-6-methyl-3-(tetrahydropyran-4-yl)hexahydropyrimidin-4-one